C1(=CC=CC=C1)[C@H](C)[NH3+] (S)-1-phenylethylammonium